C(C)(C)(C)N1N=CC(=C1F)C(=O)NC1=C(C=C(C(=C1)C1=CC=2N(C(=C1)N1CCOCC1)C=CN2)C)F 1-Tert-butyl-5-fluoro-N-{2-fluoro-4-methyl-5-[5-(morpholin-4-yl)imidazo[1,2-a]pyridin-7-yl]phenyl}pyrazole-4-carboxamide